CC=1N=C2N(N=C(C=C2C)C=2NC(C3=C(N2)SC(=C3)[C@@H]3[C@@H](CNCC3)F)=O)C1 |r| 2-(2,8-Dimethylimidazo[1,2-b]pyridazin-6-yl)-6-[(3SR,4SR)-3-fluoro-4-piperidyl]-3H-thieno[2,3-d]pyrimidin-4-on